BrC=1C=CC2=C(OCC(N2CCCC#N)=O)C1 4-(7-bromo-3-oxo-2,3-dihydro-4H-benzo[b][1,4]oxazin-4-yl)butyronitrile